C(C)C1C(CC2=C(C(=CC=C12)O)Cl)C(=O)OC=1C(=C2CC(CC2=CC1)CO)Cl 4-Chloro-2-(hydroxymethyl)-2,3-dihydro-1H-inden-5-ol Ethyl-4-chloro-5-hydroxy-2,3-dihydro-1H-indene-2-carboxylate